tert-butyl-[1-(2,5-difluorophenyl)but-3-enoxy]-dimethyl-silane C(C)(C)(C)[Si](C)(C)OC(CC=C)C1=C(C=CC(=C1)F)F